FC(OC=1C=C(C=CC1)S(=O)(=O)N1CC(OCC1)C1=C(SC2=C1C=CC=C2)C(=O)N)(F)F [4-[3-(trifluoromethoxy)phenyl]sulfonylmorpholin-2-yl]benzothiophene-2-carboxamide